FC=1C=C2C=NN(C2=C(C1O)F)C1=CC=C(C=C1)N1CC(S(C(C1)C)=O)C 4-(4-(5,7-Difluoro-6-hydroxy-1H-indazol-1-yl)phenyl)-2,6-dimethylthiomorpholine 1-oxide